(+/-)-1-(7-(2-(1H-tetrazol-5-yl)phenyl)-5-phenyl-2,5-dihydrobenzo[b]oxepin-9-yl)-3-(p-tolyl)urea N1N=NN=C1C1=C(C=CC=C1)C1=CC2=C(OCC=C[C@@H]2C2=CC=CC=C2)C(=C1)NC(=O)NC1=CC=C(C=C1)C |r|